C1(CC1)C=1C(NC=2C=C(C=NC2C1)CN1CCN(CC1)C1=C(C=C(C#N)C=C1)F)=O 4-(4-((7-cyclopropyl-6-oxo-5,6-dihydro-1,5-naphthyridin-3-yl)methyl)piperazin-1-yl)-3-fluoroBenzonitrile